C(C1=CC=CC=C1)OCC(=O)N1CCC(CC1)NC1=C2C(=NC=3C=C(C(=CC13)OC)OC)CCC2 2-(benzyloxy)-1-[4-({6,7-dimethoxy-1H,2H,3H-cyclopenta[b]quinolin-9-yl}amino)piperidin-1-yl]ethan-1-one